(e)-6-ethyl-3-methyloct-6-en-1-ol C(C)/C(/CCC(CCO)C)=C\C